Ethyl 1-(2-Methacrylamidoethyl)-1H-imidazole-4-carboxylate C(C(=C)C)(=O)NCCN1C=NC(=C1)C(=O)OCC